(R)-9-(4-(1-(dimethylamino)propan-2-yl)phenyl)-8-hydroxy-6-methylthieno[3,2-c]quinolin-4(5H)-one hydrochloride Cl.CN(C[C@H](C)C1=CC=C(C=C1)C=1C=2C3=C(C(NC2C(=CC1O)C)=O)C=CS3)C